octadecyl-3-mercaptopropionate C(CCCCCCCCCCCCCCCCC)OC(CCS)=O